N-(4-(1-(5-fluoro-2-oxo-1,2-dihydroquinazolin-4-yl)-1,2,3,5-tetrahydrobenzo[e][1,4]oxazepin-6-yl)-2-methylbut-3-yn-2-yl)-1-(trifluoromethyl)cyclopropane-1-carboxamide FC1=C2C(=NC(NC2=CC=C1)=O)N1CCOCC2=C1C=CC=C2C#CC(C)(C)NC(=O)C2(CC2)C(F)(F)F